(E)-N-(2,6-dioxopiperidin-3-yl)-3-(6-(4-(6-(4-(4-(3-(pyridin-3-yl)acrylamido)butyl)piperidine-1-carbonyl)pyridazin-3-yl)piperazin-1-yl)hexyl)benzamide O=C1NC(CCC1NC(C1=CC(=CC=C1)CCCCCCN1CCN(CC1)C=1N=NC(=CC1)C(=O)N1CCC(CC1)CCCCNC(\C=C\C=1C=NC=CC1)=O)=O)=O